5-(3-(1-(cyclohexylmethyl)piperidin-3-yl)-5-oxo-4,5-dihydro-1H-1,2,4-triazol-1-yl)-3,4-dihydroisoquinolin-1(2H)-one C1(CCCCC1)CN1CC(CCC1)C1=NN(C(N1)=O)C1=C2CCNC(C2=CC=C1)=O